3-(2-amino-2-oxoethyl)-4,5-dimethoxybenzoate NC(CC=1C=C(C(=O)[O-])C=C(C1OC)OC)=O